COC1=CC=C(C=C1)S(=O)(=O)N1CCCCN2[C@@H]([C@@H]([C@@H]2C1)C1=CC=C(C=C1)C#CC1=CC=CC=C1)CO [(8R,9R,10S)-6-(4-methoxybenzene-sulfonyl)-9-[4-(2-phenylethynyl)phenyl]-1,6-diazabicyclo[6.2.0]decan-10-yl]methanol